3-(2-cyclobutylacetyl)benzoic acid C1(CCC1)CC(=O)C=1C=C(C(=O)O)C=CC1